NCCC[Si](OC)(OC)C γ-Aminopropylmethyldi-methoxysilan